2'-(3'-chloro-[1,1'-biphenyl]-2-yl)spiro[fluorene-9,9'-xanthene] ClC=1C=C(C=CC1)C1=C(C=CC=C1)C1=CC=2C3(C4=CC=CC=C4OC2C=C1)C1=CC=CC=C1C=1C=CC=CC13